(E)-2-cyano-3-(2,3,6,7-tetrahydro-1H,5H-pyrido[3,2,1-ij]quinolin-9-yl)acrylic acid C(#N)/C(/C(=O)O)=C\C=1C=C2CCCN3C2=C(C1)CCC3